O6-[2,2-bis(hydroxymethyl)-3-(6-nonoxy-6-oxo-hexanoyl)oxy-propyl] O1-nonyl hexanedioate C(CCCCC(=O)OCC(COC(CCCCC(=O)OCCCCCCCCC)=O)(CO)CO)(=O)OCCCCCCCCC